NC=1C=NN(C1N)CC 4,5-diamino-1-ethylpyrazol